OC1=C(C=CC=C1)C1=CC2=C(N=N1)NC(=C2)C21CC(C2)(C1)NCCC(=O)OC methyl 3-((3-(3-(2-hydroxyphenyl)-7H-pyrrolo[2,3-c]pyridazin-6-yl)bicyclo[1.1.1]pentan-1-yl)amino)propanoate